ClC1=C(C=CC=C1Cl)C=1N(C2=NC(=NC=C2N1)N1CCC2(CC1)[C@@H](C1=CC=CC=C1C2)N)CC (S)-1'-(8-(2,3-dichlorophenyl)-9-ethyl-9H-purin-2-yl)-1,3-dihydrospiro[indene-2,4'-piperidin]-1-amine